FC=1C(=NC(=NC1)NC1=CC=C2C=NN(C2=C1)CCCO)NC1=CC(=CC=C1)O 5-Fluoro-N4-(3-hydroxyphenyl)-N2-[1-(3-hydroxypropyl)indazol-6-yl]-2,4-pyrimidinediamine